(S)-tert-butyl 4-((S)-1-hydroxyhex-4-en-3-yl)-2,2-dimethyloxazolidine-3-carboxylate OCC[C@@H](C=CC)[C@@H]1N(C(OC1)(C)C)C(=O)OC(C)(C)C